ClC=1C(=NC=CC1C1=NC(=C(C=C1)CNC[C@@H]1NC(CC1)=O)OC)C=1C(=C(C=CC1)NC(C1=NC=C(C(=C1)OC)CNCCO)=O)OC (R)-N-(3-(3'-chloro-6-methoxy-5-((((5-oxopyrrolidin-2-yl)methyl)amino)methyl)-[2,4'-bipyridin]-2'-yl)-2-methoxyphenyl)-5-(((2-hydroxyethyl)amino)methyl)-4-methoxypicolinamide